(S)-8-(Benzyloxy)-7-methoxy-2-methylene-1,2,3,11a-tetrahydro-5H-benzo[e]pyrrolo[1,2-a][1,4]diazepin-5-one C(C1=CC=CC=C1)OC=1C(=CC2=C(N=C[C@H]3N(C2=O)CC(C3)=C)C1)OC